platinum tetra(4-vinylphenyl)porphyrin C(=C)C1=CC=C(C=C1)C1=C2C=CC(C(=C3C=CC(=C(C=4C=CC(=C(C5=CC=C1N5)C5=CC=C(C=C5)C=C)N4)C4=CC=C(C=C4)C=C)N3)C3=CC=C(C=C3)C=C)=N2.[Pt]